C(=C)C(C=C)[SiH2]C=C[Si](C=C[Si](C=C)(C=C)C=C[SiH2]C(C=C)C=C)(C=C)C=C 1,2-bis[2-(divinylmethylsilyl)ethenyldivinylsilyl]ethene